C(#N)C=1C=CC=2C3=C(NC2C1)C(=C(C=N3)C(=O)NCCC(C)(C)O)N[C@@H]3COCC3 (S)-7-cyano-N-(3-hydroxy-3-methylbutyl)-4-((tetrahydrofuran-3-yl)amino)-5H-pyrido[3,2-b]indole-3-carboxamide